N[C@@]1(CN(CC1)C1=C(C=NC=C1C1=CC(=CC(=C1)F)F)C(=O)NC(C(F)(F)F)C1CCC1)C 4-[(3S)-3-amino-3-methylpyrrolidin-1-yl]-N-(1-cyclobutyl-2,2,2-trifluoroethyl)-5-(3,5-difluorophenyl)pyridine-3-carboxamide